O(S(=O)(=O)C(F)(F)F)C=1C(=NC(=C2C=C(C(N(C12)C)=O)C1(CCN(CC1)C(C)=O)OC([2H])([2H])[2H])Cl)C 3-(1-Acetyl-4-(methoxy-d3) piperidin-4-yl)-5-chloro-1,7-dimethyl-2-oxo-1,2-dihydro-1,6-naphthyridin-8-yl triflate